tert-butyl 3-((4-(1-(5-methoxy-2-(1-methyl-1H-pyrazol-4-yl)-4-nitrophenyl)piperidin-4-yl)piperazin-1-yl)methyl)pyrrolidine-1-carboxylate COC=1C(=CC(=C(C1)N1CCC(CC1)N1CCN(CC1)CC1CN(CC1)C(=O)OC(C)(C)C)C=1C=NN(C1)C)[N+](=O)[O-]